6-(3-(3,3,3-trifluoro-2,2-dimethylpropoxy)-1H-pyrazol-1-yl)-2-(2,2,4-trimethylpyrrolidin-1-yl)nicotinamide FC(C(COC1=NN(C=C1)C1=NC(=C(C(=O)N)C=C1)N1C(CC(C1)C)(C)C)(C)C)(F)F